C1N(CC12CCNCC2)C=2N=CN=NC2OC2=C(C(=O)N(C(C)C)CC)C=C(C=C2)F 2-((5-(2,7-diazaspiro[3.5]non-2-yl)-1,2,4-triazin-6-yl)oxy)-N-ethyl-5-fluoro-N-isopropylbenzamide